C1(CC1)NC(=O)C1=NN2C(NC3=C(C2=O)CNC3=O)=C1C(C)C N-cyclopropyl-5,8-dioxo-(propan-2-yl)-5,6,7,8-tetrahydro-4H-pyrazolo[1,5-a]pyrrolo[3,4-d]pyrimidine-2-carboxamide